ClC=1N=CC=C2C1N(N=C2C2CCCC2)C2=CC=C(CC=1C(=C(C(=O)N)C=CC1)OC)C=C2 (4-(7-chloro-3-cyclopentyl-1H-pyrazolo[3,4-c]pyridin-1-yl)benzyl)-2-methoxybenzamide